(E)-3-(5-chloro-1H-pyrrolo[2,3-b]pyridin-3-yl)-2-cyano-N-(3,5-difluorobenzyl)acrylamide ClC=1C=C2C(=NC1)NC=C2/C=C(/C(=O)NCC2=CC(=CC(=C2)F)F)\C#N